C1(CC1)C1=CN(C=2N=CN=C(C21)N2C[C@H](N(C[C@@H]2C)C(=O)OC(C)(C)C)C)C2=NC=CC(=C2)CC tert-butyl (2R,5S)-4-(5-cyclopropyl-7-(4-ethylpyridin-2-yl)-7H-pyrrolo[2,3-d]pyrimidin-4-yl)-2,5-dimethylpiperazine-1-carboxylate